rac-((1r,2s)-2-(((tert-butyldiphenylsilyl)oxy)methyl)cyclobutyl)methanol [Si](C1=CC=CC=C1)(C1=CC=CC=C1)(C(C)(C)C)OC[C@@H]1[C@@H](CC1)CO |r|